CN1C(N(C2=C1C=C(C=C2)CC2(CNC2)C)C2C(NC(CC2)=O)=O)=O 3-{3-methyl-5-[(3-methylazetidin-3-yl)methyl]-2-oxo-1,3-benzodiazol-1-yl}piperidine-2,6-dione